(4S)-3-[6-[5-[[tert-butyl(dimethyl)silyl]oxymethyl]-5-methyl-2-methylsulfonyl-6H-pyrrolo[2,3-d]pyrimidin-7-yl]-2-pyridyl]-4-methyl-oxazolidin-2-one [Si](C)(C)(C(C)(C)C)OCC1(CN(C=2N=C(N=CC21)S(=O)(=O)C)C2=CC=CC(=N2)N2C(OC[C@@H]2C)=O)C